C(CC)[Se]C1=CC=C(C=C1)C1=NC2=C(N1)C=CC=C2 2-(4-(propylselanyl)phenyl)-1H-benzo[d]imidazole